ClC=1C=CC2=C(N(CC(O2)C(=O)NC23CC(C2)(C3)NC(COC3=CC(=C(C=C3)Cl)F)=O)C(COC(F)(F)F)=O)C1 6-chloro-N-{3-[2-(4-chloro-3-fluorophenoxy)acetamido]bicyclo[1.1.1]pent-1-yl}-4-[(trifluoromethoxy)acetyl]-3,4-dihydro-2H-1,4-benzoxazine-2-carboxamide